COC1=CC=C(CNC(=O)NC2=CC=C(C=C2)CN2C([C@H](CC2)C)=O)C=C1 (S)-1-(4-methoxybenzyl)-3-(4-((3-methyl-2-oxopyrrolidin-1-yl)methyl)phenyl)urea